4-(2-acryloyl-2,7-diazaspiro[3.5]nonan-7-yl)-2-(3-(dimethylamino)propoxy)-6-(5-methyl-1H-indazol-4-yl)pyrimidine-5-carbonitrile C(C=C)(=O)N1CC2(C1)CCN(CC2)C2=NC(=NC(=C2C#N)C2=C1C=NNC1=CC=C2C)OCCCN(C)C